7-Fluoro-6-(1-isobutyryl-1,2,5,6-tetrahydropyridin-3-yl)-N,N-dimethyl-4-(4-(piperazin-1-yl)-2-(trifluoromethoxy)phenyl)-1H-indole-2-carboxamide FC=1C(=CC(=C2C=C(NC12)C(=O)N(C)C)C1=C(C=C(C=C1)N1CCNCC1)OC(F)(F)F)C=1CN(CCC1)C(C(C)C)=O